N-acetyl-S-((4-chlorobenzyl)thio)-L-cysteine C(C)(=O)N[C@@H](CSSCC1=CC=C(C=C1)Cl)C(=O)O